The molecule is an organic sodium salt which is the disodium salt of eosin b diphenol. It has a role as a fluorescent dye and a histological dye. It contains an eosin b(2-). C1=CC=C2C(=C1)C(=O)OC23C4=CC(=C(C(=C4OC5=C(C(=C(C=C35)[N+](=O)[O-])[O-])Br)Br)[O-])[N+](=O)[O-].[Na+].[Na+]